BrC1=C(C=C(C(=O)N(C)[C@H]2COCC=3NC(C=4C=C(C(=CC4C32)F)F)=O)C=C1F)F (R)-4-bromo-N-(8,9-difluoro-6-oxo-1,4,5,6-tetrahydro-2H-pyrano[3,4-c]isoquinolin-1-yl)-3,5-difluoro-N-methylbenzamide